N-(5-(2-(2,6-trans-dimethylmorpholino)acetamido)-2-methylpyridin-3-yl)-2-(1H-pyrrol-3-yl)pyrazolo[5,1-b]thiazole-7-carboxamide C[C@@H]1O[C@H](CN(C1)CC(=O)NC=1C=C(C(=NC1)C)NC(=O)C=1C=NN2C1SC(=C2)C2=CNC=C2)C